C[C@H]1NC2=CC=C3N(N=C(C(NC[C@@H](OC4=CC=C(C=C14)F)C)=O)C3=N2)C (3R,11S)-3,11,17-trimethyl-10-oxa-6-fluoro-2,13,16,17,21-pentaazatetracyclo[13.5.2.04,9.018,22]Docosane-1(20),4,6,8,15,18,21-heptaen-14-one